BrC=1C=C(C=CC1)CCNC(=O)[C@]1([C@@H](CC[C@H](C1)C)C(C)C)O (1s,2s,5r)-N-(3-bromophenylethyl)-1-hydroxy-2-isopropyl-5-methylcyclohexane-1-carboxamide